P([O-])([O-])F.[Li+].[Li+] lithium fluorophosphite